ClC1=C2C(=NC=C1)SC(=C2)C2=CCCN(C2CC)C(=O)OCC2=CC=CC=C2 benzyl 5-(4-chlorothieno[2,3-b]pyridin-2-yl)-6-ethyl-3,6-dihydropyridine-1(2H)-carboxylate